ClC1=NC=2N3C4=CC=CC=C4SC3=C(C(C2C=N1)=O)C(=O)OCC Ethyl 4-chloro-8-oxo-11-thia-1,3,5-triazatetracyclo[8.7.0.02,7.012,17]-heptadeca-2(7),3,5,9,12,14,16-heptaene-9-carboxylate